(S)-2-((2-(((S)-1-methoxy-3,3-dimethyl-1,3-dihydroisobenzofuran-5-yl)amino)-5-(3-(quinuclidin-4-yl)-1,2,4-oxadiazol-5-yl)pyridin-4-yl)amino)-2-phenylethan-1-ol CO[C@H]1OC(C2=CC(=CC=C12)NC1=NC=C(C(=C1)N[C@H](CO)C1=CC=CC=C1)C1=NC(=NO1)C12CCN(CC1)CC2)(C)C